N1N=CC(=C1)C=1N=C(C2=C(N1)C=NC=C2)NCC(CCC)O [2-(1H-pyrazol-4-yl)pyrido[3,4-d]Pyrimidin-4-yl]Aminopentan-2-ol